ClC=1C=C(C=CC1N1C(N(C=C1)C)=O)C1=C(C(=CC(=C1)F)C1=CC(=NC=C1)N1CC2N(CCC2C1)C)O 1-(3-chloro-5'-fluoro-2'-hydroxy-3'-(2-(1-methyl-hexahydropyrrolo[3,4-b]pyrrol-5(1H)-yl)pyridin-4-yl)-[1,1'-biphenyl]-4-yl)-3-methyl-1H-imidazol-2(3H)-one